(S)-4-(2-(4-(2-acetyl-5-chlorophenyl)-3-methoxy-6-oxopyridazin-1(6H)-yl)-4-phenylbutylamino)benzoic acid C(C)(=O)C1=C(C=C(C=C1)Cl)C=1C(=NN(C(C1)=O)[C@H](CNC1=CC=C(C(=O)O)C=C1)CCC1=CC=CC=C1)OC